4-(6-(4-(2-cyclobutylacetamido)thiophen-2-yl)pyrazin-2-yl)-N,2-dimethoxy-N-methylbenzamide C1(CCC1)CC(=O)NC=1C=C(SC1)C1=CN=CC(=N1)C1=CC(=C(C(=O)N(C)OC)C=C1)OC